(E)-3-(3-methoxy-4-((2-methylbenzyl)oxy)phenyl)-1-(4-((4-(trifluoromethyl)phenyl)sulfonyl)piperazin-1-yl)prop-2-en-1-one COC=1C=C(C=CC1OCC1=C(C=CC=C1)C)/C=C/C(=O)N1CCN(CC1)S(=O)(=O)C1=CC=C(C=C1)C(F)(F)F